2-(2-((5-(1-aminoisoquinolin-5-yl)-1-(1-(2-methoxyethyl)pyrrolidin-3-yl)-1H-indazol-3-yl)methoxy)phenyl)acetic acid NC1=NC=CC2=C(C=CC=C12)C=1C=C2C(=NN(C2=CC1)C1CN(CC1)CCOC)COC1=C(C=CC=C1)CC(=O)O